2-(5-difluoromethoxy-1-methyl-3-trifluoromethyl-1H-pyrazol-4-ylmethyl)-isothiourea FC(OC1=C(C(=NN1C)C(F)(F)F)CSC(N)=N)F